BrC1=C(C=CC=2C(NS(C21)(=O)=O)=O)F 7-bromo-6-fluorobenzo[d]isothiazol-3(2H)one-1,1-dioxide